[Na].P(O)(O)=O.[K] potassium dihydrogenphosphonic acid, sodium salt